2-[(1,3-Benzodioxol-5-yloxy)methyl]-5-fluorobenzoic acid O1COC2=C1C=CC(=C2)OCC2=C(C(=O)O)C=C(C=C2)F